2-{4-[2-(5-methyl-3-trifluoromethyl-pyrazol-1-yl)-acetyl]-piperazin-1-yl}-5,6-dihydro-4H-benzothiazol-7-one-O-(2-methyl-benzyl) oxime CC1=C(CON=C2CCCC=3N=C(SC32)N3CCN(CC3)C(CN3N=C(C=C3C)C(F)(F)F)=O)C=CC=C1